FC1=C(C=CC=C1)CSC1=CC=CC=C1 phenyl (2-fluorophenyl)methyl sulfide